CC=1C(=NNC1)S[C@H](C)C1=CC(=NC=C1)NC(=O)C1=NC2=CC=CC=C2C=C1 (R)-N-(4-(1-((4-methyl-1H-pyrazol-3-yl)thio)ethyl)pyridin-2-yl)quinoline-2-carboxamide